[Si](C)(C)(C(C)(C)C)OCC1=NN(C(=C1)N)C1CCOCC1 3-(((tert-butyldimethylsilyl)oxy)methyl)-1-(tetrahydro-2H-pyran-4-yl)-1H-pyrazol-5-amine